N1(CCNCCC1)C1=NC=C(C(=N1)N1CC(C1)C(=O)NCC1=CN=C2N1C=CC=C2)OC 1-[2-(1,4-diazacycloheptan-1-yl)-5-methoxypyrimidin-4-yl]-N-{imidazo[1,2-a]pyridin-3-ylmethyl}azetidine-3-carboxamide